O1CCN(CC1)C1=CC=C(N=N1)C(=O)OCC ethyl 6-morpholinopyridazine-3-carboxylate